CN(C(CNC(=O)N1CC2=CC=C(C=C2C1)F)C1=CSC=C1)C (+)-N-(2-(dimethylamino)-2-(thien-3-yl)ethyl)-5-fluoroisoindoline-2-carboxamide